C1(CCC1)N1C(C(NCC1)=O)=O 1-cyclobutylpiperazine-2,3-dione